2-(trifluoromethyl)-1,4-phenylene-diamine FC(C1=C(C=CC(=C1)N)N)(F)F